OC1CCN(CC1)C=1C=CC(=NC1)NC=1C=CC(=C2CNC(C12)=O)C1=C2C(=NC=C1)N(C=N2)C 7-[[5-(4-hydroxy-1-piperidyl)-2-pyridyl]amino]-4-(3-methylimidazo[4,5-b]pyridin-7-yl)isoindolin-1-one